C1(CC1)C=1OC=C(N1)C1=CC(=NC=C1)N(C(=O)[C@@H]1CC[C@H](CC1)C(=O)O)C[C@@H]1CC[C@H](CC1)C1=CC(=C(C=C1)OC)C trans-4-((4-(2-Cyclopropyloxazol-4-yl)pyridine-2-yl)((trans-4-(4-methoxy-3-methylphenyl)cyclohexyl)methyl)carbamoyl)-cyclohexanecarboxylic acid